benzopyrazole nitrogen [N].N1N=CC2=C1C=CC=C2